O=C1NC(CCC1N1C(C2=CC=C(C=C2C1=O)N1CCN(CC1)CC1CCN(CC1)C1=C(C=C(C=C1)[C@@H]1[C@@H](COC2=CC(=CC=C12)OC)C1=CC=CC=C1)F)=O)=O cis-2-(2,6-dioxopiperidin-3-yl)-5-(4-((1-(2-fluoro-4-(7-methoxy-3-phenylchroman-4-yl)phenyl)piperidin-4-yl)methyl)piperazin-1-yl)isoindoline-1,3-dione